17-Cyclopropylmethyl-3,14β-dihydroxy-4,5α-epoxy-6β-[(3'-pyrrolyl)propanamido]morphinan hydrochloride Cl.C1(CC1)CN1[C@H]2[C@@]3(CC[C@H]([C@H]4[C@@]3(C=3C(=C(C=CC3C2)O)O4)CC1)NC(CCC=1NC=CC1)=O)O